tert-Butyl 2-((1-(2-((1R,5S,6s)-6-((tert-butoxycarbonyl)amino)-3-azabicyclo[3.1.0]hexan-3-yl)-3,6-dimethyl-4-oxo-3,4-dihydroquinazolin-8-yl)ethyl)amino)benzoate C(C)(C)(C)OC(=O)NC1[C@@H]2CN(C[C@H]12)C1=NC2=C(C=C(C=C2C(N1C)=O)C)C(C)NC1=C(C(=O)OC(C)(C)C)C=CC=C1